CN1N=C2C=CC(=CC2=C1)B(O)O 2-Methyl-2H-indazol-5-ylboronic acid